[Si](C)(C)(C(C)(C)C)OCCOC1=C(C=NC=C1)NC1=CC=NC(=C1C(=O)NC1=CC=C(C=C1)N1CCN(CC1)C)OC 4-((4-(2-((tert-Butyldimethylsilyl)oxy)ethoxy)pyridin-3-yl)amino)-2-methoxy-N-(4-(4-methylpiperazin-1-yl)phenyl)nicotinamide